BrC=1C=C(/C=C/C2=CC=C(C=C2)S(=O)(=O)NC2=CC=CC=C2)C=CC1OCOC (E)-4-(3-bromo-4-(methoxymethoxy)styryl)-N-phenylbenzenesulfonamide